1,5-dimethyl-3-(oxiran-2-ylmethyl)tetrahydropyrimidin-2(1H)-one CN1C(N(CC(C1)C)CC1OC1)=O